C(C)(C)(C)OC(=O)N1CCC(=CC1)C1=NC=C(C=N1)C(=O)OCC Ethyl 2-(1-(t-butoxycarbonyl)-1,2,3,6-tetrahydropyridin-4-yl)pyrimidin-5-carboxylate